2-fluoro-6-[(3-methylbut-2-en-1-yl)amino]-9-(oxetan-2-yl)-9H-purine FC1=NC(=C2N=CN(C2=N1)C1OCC1)NCC=C(C)C